C(#N)C1=CC=C(C=C1)C1=NC2=CC=CC=C2C=C1 2-(4-cyanophenyl)quinoline